C(C)(C)(C)OC(=O)N1CC2=CC(=CC(=C2C1)Br)NC(C1=CN=CC=C1)=O 4-bromo-6-(nicotinamido)isoindoline-2-carboxylic acid tert-butyl ester